CC1=C(C=CC=C1OCCCNCCO)C1=C(C(=CC=C1)OCCCNCCO)C ((((2,2'-dimethyl-[1,1'-biphenyl]-3,3'-diyl)bis(oxy))bis(propane-3,1-diyl))bis(azanediyl))bis(ethan-1-ol)